N-(2-chloro-4-(trifluoromethyl)phenyl)-1-(4-(3-((2-(2,6-dioxopiperidin-3-yl)-1-oxoisoindolin-5-yl)ethynyl)azetidine-1-carbonyl)-1H-pyrazol-1-yl)cyclobutane-1-carboxamide ClC1=C(C=CC(=C1)C(F)(F)F)NC(=O)C1(CCC1)N1N=CC(=C1)C(=O)N1CC(C1)C#CC=1C=C2CN(C(C2=CC1)=O)C1C(NC(CC1)=O)=O